4-(2-methoxyethoxy)-N-(4-((4-methylpiperazin-1-yl)methyl)phenyl)-5-(4-(pyridin-2-ylmethoxy)phenyl)-7H-pyrrolo[2,3-d]pyrimidin-2-amine COCCOC=1C2=C(N=C(N1)NC1=CC=C(C=C1)CN1CCN(CC1)C)NC=C2C2=CC=C(C=C2)OCC2=NC=CC=C2